N-(2,2-dimethylcyclobutyl)-6-[(5-fluoro-3-pyridinyl)amino]-3-hydroxy-pyridine-2-carboxamide CC1(C(CC1)NC(=O)C1=NC(=CC=C1O)NC=1C=NC=C(C1)F)C